COC1=C(C(=NC=C1)C(=C)C)[N+](=O)[O-] 4-methoxy-3-nitro-2-(prop-1-en-2-yl)pyridine